N1C=CC2=CC=C(C=C12)N1CC(CCC1)C=1SC(=NN1)C1=C(C=CC=C1)C(F)(F)F (1H-indol-6-yl)(3-(5-(2-(trifluoromethyl)phenyl)-1,3,4-thiadiazol-2-yl)piperidine)